(4-bromo-2-(trifluoromethyl)phenyl)-N,N-dimethylmethylamine BrC1=CC(=C(C=C1)CN(C)C)C(F)(F)F